COC(C[C@H]1[C@@H]([C@H]([C@H](O1)C[C@@H](CO)O)OC)CS(=O)(=O)C1=CC=CC=C1)OC (S)-3-((2R,3R,4S,5S)-5-(2,2-Dimethoxyethyl)-3-methoxy-4-((phenylsulfonyl)methyl)tetrahydrofuran-2-yl)propane-1,2-diol